C(CCC)N1C(CCCCC1)=O N-butyl-azepan-2-one